FC1=CC=C(S1)CO (5-fluorothiophen-2-yl)methanol